4,4'-di-methoxy-2,2'-bipyridine COC1=CC(=NC=C1)C1=NC=CC(=C1)OC